COC(=O)C=1C(N(C2=CC(=CC=C2C1N)Br)C1=CC=NC2=CC=CC=C12)=O 4-Amino-7-bromo-2-oxo-1-(quinolin-4-yl)-1,2-dihydroquinoline-3-carboxylic acid methyl ester